1,9-bis(1,1-dimethylethyl)-10H-Phenothiazine CC(C)(C)C1=CC=CC=2SC3=CC=CC(=C3NC12)C(C)(C)C